ClC1=C(C#N)C=CC(=C1)N1CC2(C[C@@H]1C)CCN(CC2)C2=CC=C(C=C2)C(=O)N2CCC1(CC(C1)N1CCN(CC1)C1=CC=C(C=C1)[C@@H]1C(NC(CC1)=O)=O)CC2 2-Chloro-4-((S)-8-(4-(2-(4-(4-((R)-2,6-dioxopiperidin-3-yl)phenyl)piperazin-1-yl)-7-azaspiro[3.5]nonane-7-carbonyl)phenyl)-3-methyl-2,8-diazaspiro[4.5]decan-2-yl)benzonitrile